8'-bromo-2',3'-dihydro-1'H,5'H-spiro[cyclopropane-1,4'-pyrrolo[1,2-a][1,4]diazepin]-1'-one BrC=1C=C2N(CC3(CNC2=O)CC3)C1